C[C@H]1N(CCOC1)C1=C2C(=NC(=N1)C1=C3C(=NC=C1)NC=C3)N(N=C2)S(=O)(=O)C (R)-3-methyl-4-(1-(methylsulfonyl)-6-(1H-pyrrolo[2,3-b]pyridin-4-yl)-1H-pyrazolo[3,4-d]pyrimidin-4-yl)morpholine